FC(OCCC1=C(C(=NN1)C(F)(F)F)C1=C(C(=C(C=C1)B1OC(C(O1)(C)C)(C)C)F)F)F [2-(difluoromethoxy)ethyl]-4-[2,3-difluoro-4-(4,4,5,5-tetramethyl-1,3,2-dioxaborolan-2-yl)phenyl]-3-(trifluoromethyl)pyrazole